[Na+].P(=O)([O-])([O-])[O-].[Ca+2] calcium phosphate sodium